BrC1=C(C=NC=C1)C1=CC2=C(N=C(S2)NC(=O)C2C(C2)F)C=C1 N-(6-(4-bromopyridin-3-yl)benzo[d]thiazol-2-yl)-2-fluorocyclopropane-1-carboxamide